(2-((5-chloro-2-chloropyrimidin-4-yl)amino)phenyl)phosphorus ClC=1C(=NC(=NC1)Cl)NC1=C(C=CC=C1)[P]